C(C)OC(C(CCC)NC(=O)OC(C)(C)C)=O (tert-Butoxycarbonylamino)pentanoic acid ethyl ester